The molecule is a cembrane diterpenoid isolated from the leaves of Croton gratissimus. It has a role as a metabolite. It is a cembrane diterpenoid, a diterpene lactone and a macrocycle. C/C/1=C/C=C(/CCC2=C[C@@H](C/C(=C/CC1)/C)OC2=O)\\C(=C)C